C(C)N(C(C1=C(C=CC(=C1)F)OC1=C(N=CN=N1)N1CC2(CN(C2)[C@@H](C(C)C)CCCN(CCOC)CC)CC1)=O)C(C)C (R)-N-ethyl-2-((5-(2-(6-(ethyl-(2-methoxyethyl)amino)-2-methylhex-3-yl)-2,6-diazaspiro[3.4]oct-6-yl)-1,2,4-triazin-6-yl)oxy)-5-fluoro-N-isopropylbenzamide